benzenesulfonic acid-potassium salt [K+].C1(=CC=CC=C1)S(=O)(=O)[O-]